14,17-dihydroxy-14-(2-hydroxyacetyl)-2,8,15-trimethyltetracyclo[8.7.0.02,7.011,15]Heptadeca-3,6-dien-5-one OC1(CCC2C3CC(C4=CC(C=CC4(C3C(CC12C)O)C)=O)C)C(CO)=O